C(CCCCCC)(=O)OC(CO)CO 1,3-dihydroxyprop-2-yl heptanoate